ClC1=C(C(=C(C=C1OC)OC)Cl)C1=NC(=C2C=C(N=CC2=C1)N[C@H]1[C@H](COC1)NC(C=C)=O)NC1CCOCC1 N-((3R,4S)-4-((7-(2,6-dichloro-3,5-dimethoxyphenyl)-5-((tetrahydro-2H-pyran-4-yl)amino)-2,6-naphthyridin-3-yl)amino)tetrahydrofuran-3-yl)acrylamide